CN(C(=O)C1=CC=C(C=C1)C1=CC=C(C=C1)CN1C=CC2=CC(=CC=C12)N1N=C(C=C1C)C(=O)N)C 1-(1-((4'-(dimethylcarbamoyl)-[1,1'-biphenyl]-4-yl)methyl)-1H-indol-5-yl)-5-methyl-1H-pyrazole-3-carboxamide